C1(CCC1)CNCC=1C=CC=2N(C1)C=C(N2)CN2N=NC(=C2)C2=C1C=NNC1=CC(=C2)C(=O)N(C)C 4-[1-[[6-[(cyclobutylmethylamino)methyl]imidazo[1,2-a]pyridin-2-yl]methyl]triazol-4-yl]-N,N-dimethyl-1H-indazole-6-carboxamide